(2E,4E,6E,8E)-N-(2-(2-(2-(((R)-3-(3,4-bis(benzyloxy)phenoxy)-2-hydroxypropyl)amino)ethoxy)ethoxy)ethyl)-3,7-dimethyl-9-(2,6,6-trimethylcyclohex-1-en-1-yl)nona-2,4,6,8-tetraenamide C(C1=CC=CC=C1)OC=1C=C(OC[C@@H](CNCCOCCOCCNC(\C=C(\C=C\C=C(\C=C\C2=C(CCCC2(C)C)C)/C)/C)=O)O)C=CC1OCC1=CC=CC=C1